(4-(4-fluoro-2,6-dimethylphenoxy)thiophen-2-yl)acetonitrile FC1=CC(=C(OC=2C=C(SC2)CC#N)C(=C1)C)C